ClC1=CC(=C(N[C@@H]2[C@H](CN(CC2)C(=O)OC(C)(C)C)C)C=C1)OC tert-butyl (3S,4S)-4-(4-chloro-2-methoxy-anilino)-3-methyl-piperidine-1-carboxylate